NCCC1=C(C=CC=C1)[Pd]Cl [2-(2-aminoethyl)phenyl](chloro)palladium